1-bis(beta-hydroxyethyl)amino-3-aminobenzene OCCN(C1=CC(=CC=C1)N)CCO